12-heptacosene CCCCCCCCCCCC=CCCCCCCCCCCCCCC